C(C)(C)(C)C1N(CC12CCN(CC2)C(=O)[O-])N2CN=CC1=CC=C(C=C21)C=C.C(C(C)C)NCC(=O)O.[N+3].C(C)(C)(C)C2N(CC21CCN(CC1)C(=O)[O-])N1CN=CC2=CC=C(C=C12)C=C.C(C)(C)(C)C1N(CC12CCN(CC2)C(=O)[O-])N2CN=CC1=CC=C(C=C21)C=C nitrogen isobutyl-glycine tert-butyl-2-(7-vinylquinazolin-1-yl)-2,7-diazaspiro[3.5]nonane-7-carboxylate